C(C=C)(=O)O.C(C=C)(=O)O.C(CCCCC(=O)O)(=O)O adipic acid diacrylate